ClC=1C=C(C=C(C1)Cl)C1(CC(=NO1)C1=CC(=C(C(=O)NC2C(N(S(O2)=O)C(=O)O)C)C=C1)C)C(F)(F)F 5-{4-[5-(3,5-dichloro-phenyl)-5-trifluoromethyl-4,5-dihydro-isoxazol-3-yl]-2-methyl-benzoylamino}-methyl-2-oxo-[1,2,3]oxathiazolidine-3-carboxylic Acid